COC(CC[C@@H](C)[C@H]1CC[C@H]2[C@@H]3[C@@H](C[C@@H]4CC(CC[C@]4(C)[C@H]3CC[C@]12C)=O)O)=O 7α-hydroxy-3-oxo-5β-cholanic acid methyl ester